C(#C)N(C(=O)N)N=O ethynylnitrosourea